7-(1-cyclobutyl-1H-pyrazol-4-yl)-N-(6-(4-isopropyl-4H-1,2,4-triazol-3-yl)pyridin-2-yl)-1,2-dimethyl-1H-indole-3-carboxamide C1(CCC1)N1N=CC(=C1)C=1C=CC=C2C(=C(N(C12)C)C)C(=O)NC1=NC(=CC=C1)C1=NN=CN1C(C)C